4-((3-(4-amino-3-(4-phenoxyphenyl)-1H-pyrazolo[3,4-d]pyrimidin-1-yl)piperidin-1-yl)methyl)-N-(2,6-dioxopiperidin-3-yl)piperidine-1-carboxamide NC1=C2C(=NC=N1)N(N=C2C2=CC=C(C=C2)OC2=CC=CC=C2)C2CN(CCC2)CC2CCN(CC2)C(=O)NC2C(NC(CC2)=O)=O